1-(2-((2-((3-chloro-2-fluorophenyl)amino)-2-oxoethyl)(isopropyl)amino)-2-oxoethyl)-1H-indazole-3-carboxamide ClC=1C(=C(C=CC1)NC(CN(C(CN1N=C(C2=CC=CC=C12)C(=O)N)=O)C(C)C)=O)F